ethyl 2-methyl-1,4-dihydropyridine-3-carboxylate CC=1NC=CCC1C(=O)OCC